2-bromo-4-tert-butyl-6-methyl-aniline BrC1=C(N)C(=CC(=C1)C(C)(C)C)C